ClC=1C=NC(=NC1)C1CC2(CC(C2)C2C(CC2)[C@@H](O)NC=2C3=C(N=CN2)CCS3=O)C1 (R)-2-(6-(5-chloropyrimidin-2-yl)spiro[3.3]heptane-2-yl)-5-oxido-(6,7-dihydrothieno[3,2-d]pyrimidin-4-yl)amino-cyclobutyl-methanol